COC=1C=C(C=CC1)C1=NN2C(=NC=3C=CC(=CC3C2=N1)C)NC=1C(N=CC=CC1)=O (3S)-3-{[2-(3-methoxyphenyl)-9-methyl-[1,2,4]triazolo[1,5-c]quinazolin-5-yl]amino}azepin-2-one